COC([C@@H](NC1=NC(=NC(=N1)NC1CCCCC1)NCCN1CCN(CC1)C)CC1=CNC=N1)=O (4-(cyclohexylamino)-6-((2-(4-methylpiperazin-1-yl)ethyl)amino)-1,3,5-triazine-2-yl)-L-histidine methyl ester